F[C@H]1[C@H]2CC[C@@H](C[C@@H]1OC1=CC=C(N=N1)C1=C(C=C(C=C1)C1=CC(NC=C1)=O)O)N2C 4-(4-(6-(((1R,2S,3S,5S)-2-fluoro-8-methyl-8-azabicyclo[3.2.1]octan-3-yl)oxy)pyridazin-3-yl)-3-hydroxyphenyl)pyridin-2(1H)-one